ClCC(CCOCC1=CC=CC=C1)=C 3-(chloromethyl)but-3-enyloxymethylbenzene